ClC=1C=C(C(=NC1)N1CC(N(C2(CN(C2)C2=NC=C(C#N)C=C2)C1=O)CC1=CC=C(C=C1)F)=O)C 6-(8-(5-chloro-3-methylpyridin-2-yl)-5-(4-fluorobenzyl)-6,9-dioxo-2,5,8-triazaspiro[3.5]nonan-2-yl)nicotinonitrile